6-bromo-1-methyl-7-(trifluoromethyl)imidazo[1,2-a]pyrimidin-5-one BrC1=C(N=C2N(C1=O)C=CN2C)C(F)(F)F